OC(C)C=1C(=NC(=CC1)N1C=NC2=C1C=CC(=C2)NC=2N=NC(=CC2)C)C=2OC=CC2C#N 2-[3-(1-hydroxyethyl)-6-[5-[(6-methylpyridazin-3-yl)amino]benzimidazol-1-yl]-2-pyridyl]furan-3-carbonitrile